(3-((6-((6-methoxy-2-methyl-1,2,3,4-tetrahydroisoquinolin-7-yl)amino)-1H-pyrazolo[3,4-d]pyrimidin-1-yl)methyl)cyclobutyl)methanol COC=1C=C2CCN(CC2=CC1NC1=NC=C2C(=N1)N(N=C2)CC2CC(C2)CO)C